imidazo[1,5-a]pyridine-6-carboxylic acid (2-hydroxy-ethoxy)-amide OCCONC(=O)C=1C=CC=2N(C1)C=NC2